2-chloro-N-(4-chlorophenyl)benzamide C1=CC=C(C(=C1)C(=O)NC2=CC=C(C=C2)Cl)Cl